(E)-1-(2-bromoethenyl)-4-methylbenzene Br/C=C/C1=CC=C(C=C1)C